FC(C1=CC=C(C=N1)OCC(=O)O)(F)F ((6-(trifluoromethyl)pyridin-3-yl)oxy)acetic acid